2,6-bis(trichloromethyl)-4-(4-methoxyphenyl)-1,3,5-triazine ClC(C1=NC(=NC(=N1)C1=CC=C(C=C1)OC)C(Cl)(Cl)Cl)(Cl)Cl